FC(C=1NC(=NN1)C=1C(=CC(=C(C1)NC(=O)C=1C=NN2C1C=CC=C2)C)F)F N-[5-[5-(Difluoromethyl)-4H-1,2,4-triazol-3-yl]-4-fluoro-2-methylphenyl]pyrazolo[1,5-a]pyridine-3-carboxamide